OCCOC(C1=CC(C(=O)OCCO)=CC(=C1)S(=O)(=O)O)=O 5-sulfoisophthalic acid-1,3-bis(2-hydroxyethyl) ester